methyl 2-[2-[tert-butyl(dimethyl)silyl]oxyethyl]-4-iodo-5-methyl-pyrazole-3-carboxylate [Si](C)(C)(C(C)(C)C)OCCN1N=C(C(=C1C(=O)OC)I)C